(1r,2'S,4S)-4-(3-chloroanilino)-2'-[(2R)-2-methyl-3-{[3-(trifluoromethyl)pyridin-4-yl]oxy}propyl]-2',3'-dihydrospiro[cyclohexane-1,1'-indene]-4-carboxylic acid ClC=1C=C(NC2(CCC3([C@H](CC4=CC=CC=C34)C[C@H](COC3=C(C=NC=C3)C(F)(F)F)C)CC2)C(=O)O)C=CC1